C1N(CCC2=CC=CC=C12)C[C@H](CN1C[C@H](OC2=C(C1=O)C=CC(=C2)OC2CCN(CC2)CCO)C)O (2R)-4-[(2R)-3-(3,4-dihydro-1H-isoquinolin-2-yl)-2-hydroxy-propyl]-8-[[1-(2-hydroxyethyl)-4-piperidyl]oxy]-2-methyl-2,3-dihydro-1,4-benzoxazepin-5-one